FC1=C(C(=C(C(=C1[B-](C1=C(C(=C(C(=C1F)F)F)F)F)(C1=C(C(=C(C(=C1F)F)F)F)F)C1=C(C(=C(C(=C1F)F)F)F)F)F)F)F)F.C(CCCCCCCCCCCCCCC)[NH+](C1=CC=CC=C1)CCCCCCCCCCCCCCCC N,N-Dihexadecylanilinium tetrakis(pentafluorophenyl)borate